2-(2,4-Dichloro-3-(trifluoromethyl)phenyl)-5-(methoxy-d3)-1,3,4-oxadiazol ClC1=C(C=CC(=C1C(F)(F)F)Cl)C=1OC(=NN1)OC([2H])([2H])[2H]